6-chloro-4-(chloromethyl)-3-((3-fluoro-2-((N-methylsulfamoyl) amino) pyridin-4-yl) methyl)-2-oxo-2H-chromen-7-yl dimethylcarbamate CN(C(OC1=C(C=C2C(=C(C(OC2=C1)=O)CC1=C(C(=NC=C1)NS(NC)(=O)=O)F)CCl)Cl)=O)C